CCCCCCCC/C=C\C/C=C\C/C=C\CCCC(=O)O[C@H](COC(=O)CCCCCCC/C=C\C/C=C\C/C=C\CC)COP(=O)([O-])OCC[N+](C)(C)C 1-(9Z,12Z,15Z-octadecatrienoyl)-2-(5Z,8Z,11Z-eicosatrienoyl)-sn-glycero-3-phosphocholine